ClC=1C=CC(=NC1)OC[C@@H]1N(C2CC(C1)C2)C(=O)C2=C(C=CC(=C2)C)C2=NC=CC=N2 (3R)-3-{[(5-Chloropyridin-2-yl)oxy]methyl}-2-{[5-methyl-2-(pyrimidin-2-yl)phenyl]carbonyl}-2-azabicyclo[3.1.1]heptan